2-(dodecylthiocarbonylthio-thio)-2-methylpropionate C(CCCCCCCCCCC)C(=S)SSC(C(=O)[O-])(C)C